ClC=1C=C(C=CC1)C=CC(=O)N 3-(3-chlorophenyl)acrylamide